CN1C([C@]2(CC1)CNCCC2)=O |r| rac-2-methyl-2,7-diazaspiro[4.5]decan-1-one